CC1=NN(C=N1)CC=O 2-(3-methyl-[1,2,4]triazol-1-yl)-ethanone